5-methyl-N-(3-fluoro-4-(4-methylpiperazin-1-yl)phenyl)-4-(1-isopropyl-1H-pyrazol-4-yl)pyrimidin-2-amine CC=1C(=NC(=NC1)NC1=CC(=C(C=C1)N1CCN(CC1)C)F)C=1C=NN(C1)C(C)C